C(C)(C)(C)N(C(O)=O)C1=CC=C(C=C1)C[C@@H](C(=O)N[C@H](C(=O)N[C@H](C(=O)[C@@]1(OC1)C)CC(C)C)CCCC)NC(CCCCC)=O.C(C)(C)(CC)C1=CC=C(N)C=C1 4-(tert-amyl)aniline tert-butyl-(4-((S)-2-hexanamido-3-(((S)-1-(((S)-4-methyl-1-((R)-2-methyloxiran-2-yl)-1-oxopentan-2-yl)amino)-1-oxohexan-2-yl)amino)-3-oxopropyl)phenyl)carbamate